C(C(=C)C)(=O)OCCNC(=O)OC(C)(C)C 2-(Boc amino)ethyl methacrylate